N[C@@H](CC(=O)N1[C@@H](CCC1)C(=O)N[C@@H](C(C)C)C(=O)O)C(N)=O L-alpha-asparaginyl-L-prolyl-L-valine